CC(=C(C(=O)N)C)C dimethyl-methacrylamide